N-((1R,3r,5S)-8-(5-(6-(3-cyanopyrrolo[1,2-b]pyridazin-7-yl)-4-(isopropylamino)pyridin-3-yl)-1,3,4-thiadiazol-2-yl)-8-azabicyclo[3.2.1]oct-3-yl)acetamide C(#N)C1=CC=2N(N=C1)C(=CC2)C2=CC(=C(C=N2)C2=NN=C(S2)N2[C@H]1CC(C[C@@H]2CC1)NC(C)=O)NC(C)C